[Br-].[Br-].C(CCCCCCC)N1C=CC(C=C1)=C1C=CN(C=C1)CCCCCCCC 1,1'-dioctyl-4,4'-bipyridyl dibromide